C(C)(C)(C)OC(NCCCN1CCCCC1)=O [3-(piperidin-1-yl)propyl]carbamic acid tert-butyl ester